(R)-N-(2-(4-Methyl-6-(piperidin-3-ylamino)pyridazin-3-yl)-5-(trifluoromethyl)phenyl)methanesulfonamide hydrochloride Cl.CC1=C(N=NC(=C1)N[C@H]1CNCCC1)C1=C(C=C(C=C1)C(F)(F)F)NS(=O)(=O)C